tert-butyl 4-[(4-nitropyrazol-1-yl)methyl]piperidine-1-carboxylate [N+](=O)([O-])C=1C=NN(C1)CC1CCN(CC1)C(=O)OC(C)(C)C